C1CC1COC(C2=CC(=C(C=C2)F)NC(=O)C3=CC(=NN3C4=CC=CC(=C4)CN)C(F)(F)F)C5=CC=CC(=C5)C#N (+)-1-(3-(aminomethyl)phenyl)-N-(5-((3-cyanophenyl)(cyclopropylmethoxy)methyl)-2-fluorophenyl)-3-(trifluoromethyl)-1H-pyrazole-5-carboxamide